NC1=C(C=C(C=C1C)Cl)C(C(Cl)(Cl)Cl)=O 1-(2-amino-5-chloro-3-methylphenyl)-2,2,2-trichloroethan-1-one